(R)-4-(7-acetyl-4-((1-(3-(difluoromethyl)-2-fluorophenyl)ethyl)amino)quinolin-6-yl)-4-Methoxypiperidine-1-carboxylate C(C)(=O)C1=C(C=C2C(=CC=NC2=C1)N[C@H](C)C1=C(C(=CC=C1)C(F)F)F)C1(CCN(CC1)C(=O)[O-])OC